(4-((7-(methoxycarbonyl)-4-(propan-1-yn-1-yl)-1H-indazol-1-yl)methyl)benzyl)boronic acid COC(=O)C=1C=CC(=C2C=NN(C12)CC1=CC=C(CB(O)O)C=C1)C#CC